4-[4-(4-chloro-2-fluorophenyl)piperidin-1-yl]-3-methyl-1H-pyrazol ClC1=CC(=C(C=C1)C1CCN(CC1)C=1C(=NNC1)C)F